FS(C1=CC=C(C=C1)/N=C(\C)/C1=NC=CN=C1)(F)(F)(F)F (E)-N-[4-(pentafluoro-λ6-sulfanyl)phenyl]-1-pyrazin-2-yl-ethanimine